NC=1C(=CN(C1)C1=CC=CC=C1)OC=1C=C2CN(C(C2=CC1)=O)C1C(NC(CC1)=O)=O 3-(5-(((3S,4S)-4-amino-1-phenylpyrrol-3-yl)oxy)-1-oxoisoindolin-2-yl)piperidine-2,6-dione